C1=CC(=CC=2OC3=CC(=CC=C3C3(C12)C1=CC=CC=C1OC=1C=CC=CC13)OCCOC1=C(C3=CC=CC=C3C=C1)C1=C(C=CC3=CC=CC=C13)OCCO)OCCOC1=C(C3=CC=CC=C3C=C1)C1=C(C=CC3=CC=CC=C13)OCCO 2,2'-[9,9'-spirobi[xanthene]-3,6-diylbis(oxyethane-2,1-diyloxy[1,1'-binaphthalene]-2',2-diyloxy)]di(ethan-1-ol)